ethyl 3-(bromomethyl)-4-chlorothieno[2,3-c]pyridine-2-carboxylate BrCC1=C(SC2=CN=CC(=C21)Cl)C(=O)OCC